N[C@@H]1CCC2=C(NC1=O)C=C(C=C2F)Br |r| (±)-3-amino-8-bromo-6-fluoro-1,3,4,5-tetrahydro-2H-benzo[b]azepin-2-one